N-(2,6-diisopropyl-4-(tetrahydropyranyloxy)phenyl)-maleimide C(C)(C)C1=C(C(=CC(=C1)OC1OCCCC1)C(C)C)N1C(C=CC1=O)=O